1-(((5S,7S)-3-(3-chloro-5-methylpyridin-2-yl)-7-methyl-2-oxo-1-oxa-3-azaspiro[4.5]decane-7-yl)methyl)-1H-benzo[d]imidazole-6-carbonitrile ClC=1C(=NC=C(C1)C)N1C(O[C@]2(C1)C[C@@](CCC2)(C)CN2C=NC1=C2C=C(C=C1)C#N)=O